[Sb](=O)#[Si][NH-] antimonyl-silylamide